C(C1=CC=CC=C1)OC=1C(=C2C=C(C=NC2=CC1)Br)OCCCNC(OC(C)(C)C)=O tert-Butyl (3-((6-(benzyloxy)-3-bromoquinolin-5-yl)oxy)propyl)carbamate